10,10-bis(4-hydroxyphenyl)anthracen OC1=CC=C(C=C1)C1(C=2C=CC=CC2CC2=CC=CC=C12)C1=CC=C(C=C1)O